6-Ethyl 3-methyl (3R)-8,8-difluoro-7-hydroxy-5-oxo-1,2,3,5,8,8a-hexahydroindolizine-3,6-dicarboxylate FC1(C(=C(C(N2[C@H](CCC12)C(=O)OC)=O)C(=O)OCC)O)F